1-(2-Azidoethoxy)-2-(2-fluoroethoxy)ethane N(=[N+]=[N-])CCOCCOCCF